(S)-4-(2-(3,5-difluoropyridin-2-yl)-5-(ethoxycarbonyl)-6-(3-fluoro-2-methylphenyl)-3,6-dihydropyrimidin-4-yl)cubane-1-carboxylic acid FC=1C(=NC=C(C1)F)C1=N[C@H](C(=C(N1)C12C3C4C5(C(C14)C2C53)C(=O)O)C(=O)OCC)C5=C(C(=CC=C5)F)C